(1r,3r)-3-((4-fluoro-3-(trifluoromethyl)phenyl)thio)-N-((6-fluoroisoquinolin-5-yl)methyl)cyclobutan-1-amine hydrochloride Cl.FC1=C(C=C(C=C1)SC1CC(C1)NCC1=C2C=CN=CC2=CC=C1F)C(F)(F)F